N-((2S,3R)-2,3-dimethyloxetan-3-yl)-1,3-diethyl-2,4-dioxo-1,2,3,4-tetrahydroquinazoline-6-sulfonamide C[C@@H]1OC[C@@]1(C)NS(=O)(=O)C=1C=C2C(N(C(N(C2=CC1)CC)=O)CC)=O